4-methyl-N-(1-piperidylmethylene)benzenesulfonamide CC1=CC=C(C=C1)S(=O)(=O)N=CN1CCCCC1